N-(1-cyano-2-(2-oxopyrrolidin-3-yl)ethyl)-2-(4-(difluoromethyl)-6-fluoro-1H-indole-2-carbonyl)-5,5-difluoro-2-azabicyclo[2.2.2]octane-3-carboxamide C(#N)C(CC1C(NCC1)=O)NC(=O)C1N(C2CC(C1CC2)(F)F)C(=O)C=2NC1=CC(=CC(=C1C2)C(F)F)F